ClC1=NC(=CC(=C1)C1(CCC1)CC1=NN=CN1C)Cl 2,6-dichloro-4-(1-((4-methyl-4H-1,2,4-triazol-3-yl)methyl)cyclobutyl)-pyridine